2-(methylsulfonyl)-1-phenylethane-1-one CS(=O)(=O)CC(=O)C1=CC=CC=C1